C(#N)C=1C=C(C=CC1F)C(CC1=NC(=NC(=N1)N[C@@H](CO)CC(C)C)NS(=O)(=O)C)C N-(4-(2-(3-cyano-4-fluorophenyl)propyl)-6-(((R)-1-hydroxy-4-methylpent-2-yl)amino)-1,3,5-triazin-2-yl)methanesulfonamide